(E)-4-(3-fluorophenyl)-1-phenyl-1-penten-3-one FC=1C=C(C=CC1)C(C(/C=C/C1=CC=CC=C1)=O)C